3-(7-(7-(4-(dimethylcarbamoyl)-3-methylphenyl)-5-tosyl-5H-pyrrolo[2,3-b]pyrazin-2-yl)-5-methyl-3,4-dihydroisoquinolin-2(1H)-yl)propionic acid CN(C(=O)C1=C(C=C(C=C1)C1=CN(C2=NC=C(N=C21)C2=CC(=C1CCN(CC1=C2)CCC(=O)O)C)S(=O)(=O)C2=CC=C(C)C=C2)C)C